tert-butyl (R)-4-((2-acetamidothiazol-5-yl)methyl)-2-((2,6-dimethylpyridin-4-yl)methyl)piperazine-1-carboxylate C(C)(=O)NC=1SC(=CN1)CN1C[C@H](N(CC1)C(=O)OC(C)(C)C)CC1=CC(=NC(=C1)C)C